FC([C@@H](C=1C=NC=CC1)NC(=O)C=1N=C2N(C=CC=C2C2=C(C=CC=C2)OCC(F)(F)F)C1)(F)F |r| (R and S)-N-(2,2,2-trifluoro-1-(pyridin-3-yl)ethyl)-8-(2-(2,2,2-trifluoroethoxy)phenyl)imidazo[1,2-a]pyridine-2-carboxamide